17-(1-(((4-(aminomethyl)benzoyl)oxy)imino)ethyl)-10,13-dimethyl-6,7,8,9,10,11,12,13,14,15,16,17-dodecahydro-1H-cyclopenta[a]phenanthren-3(2H)-one NCC1=CC=C(C(=O)ON=C(C)C2CCC3C4CCC5=CC(CCC5(C4CCC23C)C)=O)C=C1